The molecule is a member of the class of beta-carbolines that is 9H-beta-carboline substituted by a methoxy group at position 7 and methyl groups at positions 1 and 2. It is a semisynthetic derivative of harmine and has been shown to exhibit significant anti-HIV activity. It has a role as an anti-HIV agent. It is a member of beta-carbolines, an aromatic ether and a semisynthetic derivative. It derives from a harmine. CC1=C2C(=C3C=CC(=CC3=N2)OC)C=CN1C